OC1(CCN(CC1)C(=O)OC(C)(C)C)C=1C(=CC=2N(C1)N=CN2)C tert-Butyl 4-hydroxy-4-(7-methyl-[1,2,4]triazolo[1,5-a]pyridin-6-yl)piperidine-1-carboxylate